ClC1=CC=C2C(=C(NC2=C1)C(=O)N1CCC(CC1)C=1C(=C2C(N(C(C2=CC1)=O)C1C(NC(CC1)=O)=O)=O)F)C 5-(1-(6-chloro-3-methyl-1H-indole-2-carbonyl)piperidin-4-yl)-2-(2,6-dioxopiperidin-3-yl)-4-fluoroisoindoline-1,3-dione